COC=1C=C(C=C(C1)OC)NCC(=O)NC(C)C 2-[(3,5-dimethoxyphenyl)amino]-N-isopropylacetamide